CNS(OCC(=O)NC=1SC(=C(N1)C)OC1=C(C=CC(=C1)Cl)F)(=O)=O 2-((5-(5-chloro-2-fluorophenoxy)-4-methylthiazol-2-yl)amino)-2-oxoethyl methylsulfamate